butylhydroxybutyrate C(CCC)C(C(=O)[O-])(CC)O